C(C)(C)(C)N1N=C(C=C1N)[C@@H]1OC[C@H]([C@@H]1F)O[Si](C)(C)C(C)(C)C 1-(tert-butyl)-3-((2S,3R,4R)-4-((tert-butyldimethylsilyl)oxy)-3-fluorotetrahydrofuran-2-yl)-1H-pyrazol-5-amine